(4S,5S)-5-fluoro-1-(5-fluoroindol-1-yl)-3-(methylsulfonyl)-5,6-dihydro-4H-cyclopenta[c]thiophen-4-ol F[C@@H]1[C@H](C=2C(=C(SC2S(=O)(=O)C)N2C=CC3=CC(=CC=C23)F)C1)O